O=C1NC(CCC1NC1=CC(=C(C=C1)C1CCN(CC1)C(CN1CCC(CC1)N1N=C2C=C(C(=CC2=C1)NC(=O)C1=NC(=CC=C1)C(F)(F)F)OC(C)C)=O)F)=O N-[2-[1-[2-[4-[4-[(2,6-dioxo-3-piperidyl)amino]-2-fluoro-phenyl]-1-piperidyl]-2-oxo-ethyl]-4-piperidyl]-6-isopropoxy-indazol-5-yl]-6-(trifluoromethyl)pyridine-2-carboxamide